1-(4-methoxyphenyl)-2-(naphthalen-1-yl)-2,3-dihydropyridin-4-one COC1=CC=C(C=C1)N1C(CC(C=C1)=O)C1=CC=CC2=CC=CC=C12